7-bromo-6-((oxetan-3-yloxy)methyl)-8-(phenylamino)-3,4-dihydropyrrolo[1,2-a]pyrazin-1(2H)-one BrC=1C(=C2N(CCNC2=O)C1COC1COC1)NC1=CC=CC=C1